C(C1=CC=CC=C1)C1(CN(CC1)S(=O)(=O)C1=NN(N=C1)C)C=1C=C2C=NN(C2=CC1C)C=1C=CC(N(C1)C(C)C)=O 5-(5-(3-benzyl-1-((2-methyl-2H-1,2,3-triazol-4-yl)sulfonyl)pyrrolidin-3-yl)-6-methyl-1H-indazol-1-yl)-1-isopropylpyridin-2(1H)-one